7-bromo-6-chloro-1-(4-methoxybenzyl)-4-(trifluoromethyl)quinazoline BrC1=C(C=C2C(=NCN(C2=C1)CC1=CC=C(C=C1)OC)C(F)(F)F)Cl